((2R,4S,5R)-4-azido-5-ethoxytetrahydro-2H-pyran-2-yl)((S)-1-(4-fluorophenyl)-3,4-dihydroisoquinolin-2(1H)-yl)methanone Ethyl-methane-sulfonate C(C)CS(=O)(=O)O.N(=[N+]=[N-])[C@H]1C[C@@H](OC[C@@H]1OCC)C(=O)N1[C@H](C2=CC=CC=C2CC1)C1=CC=C(C=C1)F